ClC=1C=C2CC(COC2=CC1)C(=O)C1=CN(C2=C1C=NC(=C2)C=2C(=NNC2)OC)CCO (6-Chlorochroman-3-yl)-[1-(2-hydroxyethyl)-6-(3-methoxy-1H-pyrazol-4-yl)pyrrolo[3,2-c]pyridin-3-yl]methanone